N12CCC(C(CC1)CC2)OC(NC(C)(C)C2=CC(=CC=C2)C2=NC=C(N=C2)OCCCOC)=O (2-(3-(5-(3-methoxypropoxy)pyrazin-2-yl)phenyl)propan-2-yl)carbamic acid 1-azabicyclo[3.2.2]non-4-yl ester